CC(CC[C@@H](C(=O)O)NC([C@H](CC1=CC=CC=C1)NC(=O)C1=NC=CN=C1)=O)(C)C (S)-5,5-dimethyl-2-((S)-3-phenyl-2-(pyrazine-2-carboxamido)propanamido)hexanoic acid